[Ni].[W].[Fe].[Cr].[Mo].[Ni] nickel-molybdenum-chromium-iron-tungsten nickel